N(=[N+]=[N-])CCCCOC1=C(C=C(C=O)C=C1Br)Br 4-(4-azidobutoxy)-3,5-dibromobenzaldehyde